[Ti].[Mg] magnesium-titanium